N-{[2-({[(1s,2s)-2-hydroxycyclopentyl]amino}methyl)-1H-indol-6-yl]methyl}-4-oxo-4H-pyrido[1,2-a]pyrimidine-2-carboxamide O[C@@H]1[C@H](CCC1)NCC=1NC2=CC(=CC=C2C1)CNC(=O)C=1N=C2N(C(C1)=O)C=CC=C2